ClC=1C=CC2=C(CC3(CN(CC3)CC3=C(N=C(S3)NC(C)=O)F)O2)C1 N-(5-((5-Chloro-3H-spiro[benzofuran-2,3'-pyrrolidin]-1'-yl)methyl)-4-fluorothiazol-2-yl)acetamide